rac-N-[2-(1,2-dimethylpyrrolidin-2-yl)imidazo[1,2-a]pyridin-6-yl]-1-methylindazole-5-carboxamide CN1[C@@](CCC1)(C)C=1N=C2N(C=C(C=C2)NC(=O)C=2C=C3C=NN(C3=CC2)C)C1 |r|